S1C(=CC=C1)CNC(C(=O)NCC=1SC=CC1)=O N1,N2-bis(2-thiophenylmethyl)-ethanediamide